ClC=1C(=C(C=CC1)NC1=NC=NC2=CC(=C(C=C12)OC1CN(C1)C(=O)OC(C)(C)C)OC)F tert-butyl 3-((4-((3-chloro-2-fluorophenyl)amino)-7-methoxyquinazolin-6-yl)oxy)azetidine-1-carboxylate